3-methyl-3-butene-At CC(CC(=O)[O-])=C